5-Chloro-3-(2,2-difluoroethyl)-2-methyl-3H-imidazo[4,5-b]pyridine ClC1=CC=C2C(=N1)N(C(=N2)C)CC(F)F